2-(Methoxymethyl)-N-(4-methylphenyl)-6-({[2-(trifluoromethyl)phenyl]carbonyl}amino)-1H-benzoimidazole-4-carboxamide COCC1=NC2=C(N1)C=C(C=C2C(=O)NC2=CC=C(C=C2)C)NC(=O)C2=C(C=CC=C2)C(F)(F)F